6-chloro-1-((2-(trimethylsilyl)ethoxy)methyl)-1H-pyrrolo[2,3-b]pyridine ClC1=CC=C2C(=N1)N(C=C2)COCC[Si](C)(C)C